C1(CCCCCCCC(=O)OCCCCO1)=O butylene azelate